C(C(=O)OCC1=CC=C(C=C1)C)(=O)OCC1=CC=C(C=C1)C di-(4-methylbenzyl) oxalate